C(CCCC=C)OOO[SiH3] 5-hexenyltrioxysilane